(E)-1-(5-(heptyloxy)pent-1-en-1-yl)-4-methoxybenzene C(CCCCCC)OCCC/C=C/C1=CC=C(C=C1)OC